2-(3',4'-dihydroxybenzyl)-3-(3',4'-dimethoxybenzyl)butyrolactone OC=1C=C(CC2C(=O)OCC2CC2=CC(=C(C=C2)OC)OC)C=CC1O